4-acetamido-5-chloro-2,3-dihydrobenzofuran-7-carboxylic acid methyl ester COC(=O)C1=CC(=C(C=2CCOC21)NC(C)=O)Cl